1-bromo-9,11-hexadecadiene BrCCCCCCCCC=CC=CCCCC